C1(=CC=CC=C1)N1C(=CC=C1)C(=O)NC1CCC(CC1)NC1=CC(=NC2=CC=C(C=C12)Cl)C(F)(F)F 1-phenyl-N-[(1s,4s)-4-{[6-chloro-2-(trifluoromethyl)quinolin-4-yl]amino}cyclohexyl]-1H-pyrrole-2-carboxamide